monoethoxymonomethoxydi(ethoxyacetoacetyl)titanium (IV) C(C)O[Ti](C(CC(=O)COCC)=O)(C(CC(=O)COCC)=O)OC